1-(3-aminoisoquinolin-6-yl)spiro[2.2]pentane-1-carbonitrile NC=1N=CC2=CC=C(C=C2C1)C1(CC12CC2)C#N